1-cyano-4-ethyl-N-(1-phenyl-1H-imidazol-4-yl)pyrrolidine-3-carboxamide C(#N)N1CC(C(C1)CC)C(=O)NC=1N=CN(C1)C1=CC=CC=C1